7-nitro-1,2,3,4-tetrahydronaphthalen-2-ol [N+](=O)([O-])C1=CC=C2CCC(CC2=C1)O